C(#N)[C@H](C[C@H]1C(NCC1)=O)NC(=O)[C@@H]1[C@H]2C([C@H]2CN1C(C(CCC(F)(F)F)NC(C(F)(F)F)=O)=O)(C)C (1R,2S,5S)-N-{(1S)-1-Cyano-2-[(3S)-2-oxopyrrolidin-3-yl]ethyl}-6,6-dimethyl-3-[5,5,5-trifluoro-2-(2,2,2-trifluoroacetamido)pentanoyl]-3-azabicyclo[3.1.0]hexane-2-carboxamide